3-[1-(4-fluoro-3-methyl-phenyl)-5-hydroxy-2-tetrahydropyran-4-yl-indol-3-yl]-1-(methoxymethyl)cyclobutanecarboxylic acid FC1=C(C=C(C=C1)N1C(=C(C2=CC(=CC=C12)O)C1CC(C1)(C(=O)O)COC)C1CCOCC1)C